5-(3,5-dimethylpiperazin-1-yl)-N-{8-fluoro-2-methylimidazo[1,2-a]pyridin-6-yl}cinnoline-8-carboxamide 2,2,2-trifluoroacetate FC(C(=O)O)(F)F.CC1CN(CC(N1)C)C1=C2C=CN=NC2=C(C=C1)C(=O)NC=1C=C(C=2N(C1)C=C(N2)C)F